1-(2-(4-(2-(Di((Z)-dodec-6-en-1-yl)amino)ethyl)piperazin-1-yl)ethyl)-N1,N2,N2-tridodecyl-ethane-1,2-diamine C(CCCC\C=C/CCCCC)N(CCN1CCN(CC1)CCC(CN(CCCCCCCCCCCC)CCCCCCCCCCCC)NCCCCCCCCCCCC)CCCCC\C=C/CCCCC